NC1=CC=C(C=C1)C[C@@H](C(=O)O)OC (S)-(3-(4-aminophenyl)-2-methoxypropionic acid)